OB1OCC2=C1C=CC(=C2)\C=N\N(C2=NS(C1=C2C=CC=C1)(=O)=O)CC(C)C N-[(E)-(1-Hydroxy-3H-2,1-benzoxaborol-5-yl)methylenamino]-N-isobutyl-1,1-dioxo-1,2-benzothiazol-3-amin